N-{[4-(1-methyl-1H-indazole-7-sulfonyl)phenyl]methyl}imidazo[1,2-a]pyridine-6-carboxamide CN1N=CC2=CC=CC(=C12)S(=O)(=O)C1=CC=C(C=C1)CNC(=O)C=1C=CC=2N(C1)C=CN2